C(=O)C1CCN(CC1)C1=CC=C(C=N1)CN1C(N(C(C1(C)C)=O)C1=CC(=C(C#N)C=C1)C(F)(F)F)=S 4-(3-((6-(4-formylpiperidin-1-yl)pyridin-3-yl)methyl)-4,4-dimethyl-5-oxo-2-thioxoimidazolidin-1-yl)-2-(trifluoromethyl)benzonitrile